C[C@@H](C(=O)N[C@@H](CCC(=O)O)C(=O)N[C@@H](CC(=O)O)C(=O)N[C@@H](CCC(=O)O)C(=O)N[C@@H](CO)C(=O)N[C@@H](C)C(=O)N[C@@H](CCC(=O)O)C(=O)N[C@@H](C)C(=O)N[C@@H](CC1=CC=CC=C1)C(=O)N2CCC[C@H]2C(=O)N[C@@H](CC(C)C)C(=O)N[C@@H](CCC(=O)O)C(=O)N[C@@H](CC3=CC=CC=C3)C(=O)O)NC(=O)CNC(=O)[C@H](CC(=O)N)NC(=O)[C@@H]4CCCN4C(=O)[C@H](CC5=CC=C(C=C5)O)NC(=O)[C@H](C(C)C)NC(=O)[C@H](CCCCN)NC(=O)[C@H](C(C)C)NC(=O)[C@@H]6CCCN6C(=O)[C@H](CCCNC(=N)N)NC(=O)[C@H](CCCNC(=N)N)NC(=O)[C@H](CCCCN)NC(=O)[C@H](CCCCN)NC(=O)CNC(=O)[C@H](C(C)C)NC(=O)[C@@H]7CCCN7C(=O)[C@H](CCCCN)NC(=O)CNC(=O)[C@H](CC8=CNC9=CC=CC=C98)NC(=O)[C@H](CCCNC(=N)N)NC(=O)[C@H](CC1=CC=CC=C1)NC(=O)[C@H](CC1=CN=CN1)NC(=O)[C@H](CCC(=O)O)NC(=O)[C@H](CCSC)NC(=O)[C@H](CO)NC(=O)[C@H](CC1=CC=C(C=C1)O)NC(=O)[C@H](CO)N The molecule is a polypeptide hormone produced and secreted by the pituitary gland comprising 39 amino acid residues coupled in a linear sequence. The N-terminal 24-amino acid segment is identical in all species and contains the adrenocorticotrophic activity. Corticotropin stimulates the cortex of the adrenal gland and boosts the synthesis of corticosteroids, mainly glucocorticoids but also sex steroids (androgens). It is used in the treatment of certain neurological disorders such as infantile spasms and multiple sclerosis, and diagnostically to investigate adrenocortical insufficiency. It has a role as a diagnostic agent. It is a polypeptide, a peptide hormone and a biomacromolecule.